4-oxopentanoic acid methyl ester COC(CCC(C)=O)=O